C=C1CN2C[C@@H]3[C@H](C2(C1)C(=O)OC)C3 methyl (1aS,6bR)-5-methylenehexahydrocyclopropa[a]pyrrolizine-6a(4H)-carboxylate